C(C)(C)(C)OC(=O)N1C(C2=C(C=CC(=C2C1)Cl)NC1=NC(=C(C=C1)C1CC(CC1)O)CN(C)C)=O 4-chloro-7-((6-((dimethylamino)methyl)-5-(3-hydroxycyclopentyl)pyridin-2-yl)amino)-1-oxoisoindoline-2-carboxylic acid tert-butyl ester